benzotriazole-1-yloxytri(pyrrolidino)phosphonium hexafluorophosphate benzyl-(7-((2-(2,6-dioxopiperidin-3-yl)-1,3-dioxoisoindolin-4-yl)amino)heptyl)carbamate C(C1=CC=CC=C1)N(C([O-])=O)CCCCCCCNC1=C2C(N(C(C2=CC=C1)=O)C1C(NC(CC1)=O)=O)=O.F[P-](F)(F)(F)(F)F.N1(N=NC2=C1C=CC=C2)O[P+](N2CCCC2)(N2CCCC2)N2CCCC2.N2(N=NC1=C2C=CC=C1)O[P+](N1CCCC1)(N1CCCC1)N1CCCC1